N-(4-cyanonaphthalen-1-yl)-2-(4-(2-(1-(2-(2,6-dioxopiperidin-3-yl)-1,3-dioxo-2,3-dihydro-1H-isoindol-5-yl)-3-fluoroazetidin-3-yl)ethynyl)-1H-pyrazol-1-yl)-2-methylpropanamide C(#N)C1=CC=C(C2=CC=CC=C12)NC(C(C)(C)N1N=CC(=C1)C#CC1(CN(C1)C=1C=C2C(N(C(C2=CC1)=O)C1C(NC(CC1)=O)=O)=O)F)=O